FC1=CC=C(C=C1)N1CCC2(C(C=3C=C(SC3N=C12)C)=O)O 12-(4-fluorophenyl)-9-hydroxy-5-methyl-4-thia-2,12-diazatricyclo[7.3.0.03,7]dodeca-1,3(7),5-trien-8-one